N1=C(C=CC=C1)C=1C=NC(=CC1)NC(=O)C1CN(CC1)C N-([2,3'-bipyridin]-6'-yl)-1-methylpyrrolidine-3-carboxamide